CN(CCNC=1N=C(C2=C(N1)N=C(C(=C2)F)C2=C(C=CC=C2F)O)N2[C@@H](CNCC2)C)C 2-(2-((2-(dimethylamino)ethyl)amino)-6-fluoro-4-((R)-2-methylpiperazin-1-yl)pyrido[2,3-d]pyrimidin-7-yl)-3-fluorophenol